4-(4-propenoylpiperazin-1-yl)-1-(2-ethyl-6-methylphenyl)-6-fluoro-7-(2-fluoro-6-hydroxyphenyl)quinolin-2(1H)-one C(C=C)(=O)N1CCN(CC1)C1=CC(N(C2=CC(=C(C=C12)F)C1=C(C=CC=C1O)F)C1=C(C=CC=C1C)CC)=O